(S)-3-(1H-indol-3-yl)-1-(4-morpholinophenylamino)-1-oxopropan-2-ylcarbamic acid tert-butyl ester C(C)(C)(C)OC(N[C@H](C(=O)NC1=CC=C(C=C1)N1CCOCC1)CC1=CNC2=CC=CC=C12)=O